2-(5-fluoro-2-methylphenyl)hydrazine FC=1C=CC(=C(C1)NN)C